diethyl (4R,5R)-2-ethyl-2-(2-fluoro-[1,1'-biphenyl]-4-yl)-1,3-dioxolane-4,5-dicarboxylate C(C)C1(O[C@H]([C@@H](O1)C(=O)OCC)C(=O)OCC)C1=CC(=C(C=C1)C1=CC=CC=C1)F